6-(1-methyl-1H-pyrazol-4-yl)-4-(5-(piperazin-1-yl)pyridin-2-yl)pyrazolo[1,5-a]pyridine-3-carbonitrile CN1N=CC(=C1)C=1C=C(C=2N(C1)N=CC2C#N)C2=NC=C(C=C2)N2CCNCC2